Pyrazolo[1,5-a]pyrimidin-6-ol N1=CC=C2N1C=C(C=N2)O